N1=NN(C2=NC=CC=C21)C2=CC(=C(C(=O)N([C@H]1CN(CCC1)C(=O)OC(C)(C)C)C1=C(C(=O)O)C=CC=N1)C=C2)F (R)-2-(4-(3H-[1,2,3]triazolo[4,5-b]pyridin-3-yl)-N-(1-(tert-butoxycarbonyl)piperidin-3-yl)-2-fluorobenzamido)nicotinic acid